C(C1=CC=CC=C1)OC1=CC(=C2C(CC(OC2=C1)=O)(C)C)Br 7-(benzyloxy)-5-bromo-4,4-dimethylchroman-2-one